C1(CC1)C1=CC(=NN1C)C=1C=C(N)C=CC1 3-(5-cyclopropyl-1-methyl-1H-pyrazol-3-yl)aniline